N-ethyl-2-(((4-isopropylcyclohexyl)oxy)methyl)-6-methyl-3-(1-((2-(trimethylsilyl)ethoxy)methyl)-1H-pyrazol-5-yl)piperidine-1-carboxamide C(C)NC(=O)N1C(C(CCC1C)C1=CC=NN1COCC[Si](C)(C)C)COC1CCC(CC1)C(C)C